(R)-3-(4-fluoro-3-methylphenyl)-1-methyl-1-((1-oxo-1,2-dihydroisoquinolin-4-yl)methyl)urea FC1=C(C=C(C=C1)NC(N(CC1=CNC(C2=CC=CC=C12)=O)C)=O)C